COC(N[C@H](C(NC=1C(N(C=CC1)CC1=NC2=C(N1)C=CC=C2OC2=CC=CC=C2)=O)=O)CC\C=C\C(=O)N)=O Methyl-(S,E)-(7-amino-1,7-dioxo-1-((2-oxo-1-((4-phenoxy-1H-benzo[d]imidazol-2-yl)methyl)-1,2-dihydropyridin-3-yl)amino)hept-5-en-2-yl)carbamat